BrC1=CC=C(CN2CCN(CC2)CC)C=C1 1-(4-bromobenzyl)-4-ethylpiperazine